(R)-6-(2-hydroxy-2-(3'-(trifluoromethoxy)-[1,1'-biphenyl]-3-yl)acetyl)-2-(1-(thiophen-2-yl)cyclopropyl)-3,5,6,7,8,9-hexahydro-4H-pyrimido[5,4-c]azepin-4-one O[C@@H](C(=O)N1CC2=C(CCC1)N=C(NC2=O)C2(CC2)C=2SC=CC2)C=2C=C(C=CC2)C2=CC(=CC=C2)OC(F)(F)F